C(#C)C1=C(C=CC=C1)OC(F)(F)F 1-ethynyl-2-(trifluoromethoxy)benzene